2-[[2-chloro-5-(1-methyl-pyrazol-3-yl)phenyl]methylamino]-5-(trifluoromethyl)-4H-[1,2,4]triazolo[1,5-a]pyrimidin-7-one ClC1=C(C=C(C=C1)C1=NN(C=C1)C)CNC1=NN2C(NC(=CC2=O)C(F)(F)F)=N1